CC1=C(C=CC=C1Br)C1=CC2=C(OCCO2)C=C1 6-(2-methyl-3-bromophenyl)-1,4-benzodioxane